3-(1-(4-fluorophenyl)vinyl)-6-methyl-N-(2-(pyrrolidin-1-yl)ethyl)pyrazin-2-amine FC1=CC=C(C=C1)C(=C)C=1C(=NC(=CN1)C)NCCN1CCCC1